C(OC(CS(=O)(=O)C1=CC=C(C=C1)C(F)(F)F)CCCCCN=[N+]=[N-])(ON1C(CCC1=O)=O)=O 7-azido-1-((4-(trifluoromethyl)phenyl)sulfonyl)heptan-2-yl (2,5-dioxopyrrolidin-1-yl) carbonate